4-ethyl-2,5-dimethoxyphenol C(C)C1=CC(=C(C=C1OC)O)OC